C(C(=C)C)(=O)OCCCCO 1,4-butanediol monomethacrylate